(2S)-2-[(tert-butoxycarbonyl)amino]hexyl(2-methoxyethyl) (2-thienylmethyl)carbamate S1C(=CC=C1)CNC(OCC(OC)C[C@H](CCCC)NC(=O)OC(C)(C)C)=O